ClC1=CC=C(C=C1)C1=CC=C(C(=N1)C=1C=NC=2N(C1)N=C(N2)C(F)(F)F)S(=O)(=O)CC 6-(6-(4-chlorophenyl)-3-(ethylsulfonyl)pyridin-2-yl)-2-(trifluoromethyl)-[1,2,4]triazolo[1,5-a]pyrimidine